COC=1C=NC2=CC=C(C=C2N1)C(C)N1C[C@@H](N(C[C@H]1C)C=1C=2N(N(C(C1)=O)C)C=C(N2)CC#N)C 2-(8-((2S,5R)-4-(1-(3-methoxyquinoxalin-6-yl)ethyl)-2,5-dimethylpiperazin-1-yl)-5-methyl-6-oxo-5,6-dihydroimidazo[1,2-b]pyridazin-2-yl)acetonitrile